ClC1=NC2=CC(=NC=C2C=C1)CO (2-chloro-1,6-naphthyridin-7-yl)methanol